FC1=CC=C2C[C@@H](C2=C1)NC(=NO)C=1C(=NON1)O[C@H](CNC(CO)=O)C N-{(2S)-2-[(4-{N-[(7S)-4-fluorobicyclo[4.2.0]octa-1,3,5-trien-7-yl]-N'-hydroxycarbamimidoyl}-1,2,5-oxadiazol-3-yl)oxy]propyl}-2-hydroxyacetamide